3-[2-[[[2-(2-tert-butoxy-2-oxoethyl)indan-2-carbonyl]amino]methyl]-1,3-benzothiazol-6-yl]propyltrimethylammonium C(C)(C)(C)OC(CC1(CC2=CC=CC=C2C1)C(=O)NCC=1SC2=C(N1)C=CC(=C2)CCC[N+](C)(C)C)=O